methyl (S)-3-(3-(5-methyl-1-((2-(trimethylsilyl)ethoxy)methyl)-1H-imidazol-2-yl)phenyl)-4-(2,6-diazaspiro[3.4]octane-2-yl)butanoate CC1=CN=C(N1COCC[Si](C)(C)C)C=1C=C(C=CC1)[C@H](CC(=O)OC)CN1CC2(C1)CNCC2